ethyl 2-methylvalerate CC(C(=O)OCC)CCC